C(C)(=O)O[C@@H]1[C@@H]([C@@H](O[C@@]1(C#N)C1=CC=C2C(=NC=NN21)N)COC(=O)SC2CCCC2)CC(=O)[O-] [(2R,3R,4R,5R)-4-acetoxy-5-(4-aminopyrrolo[2,1-f][1,2,4]triazin-7-yl)-5-cyano-2-(cyclopentylsulfanylcarbonyloxymethyl)tetrahydrofuran-3-yl]acetate